2,4-pteridinedione N1C(NC(C2=NC=CN=C12)=O)=O